C(#N)C1CC2(C1)C[C@H](N(CC2)CC2=C1C=CNC1=C(C=C2C2CC2)C)C2=CC=C(C(=O)N[C@H]1CNCCC1)C=C2 4-((2R,4r,6S)-2-cyano-7-((5-cyclopropyl-7-methyl-1H-indol-4-yl)methyl)-7-azaspiro[3.5]nonan-6-yl)-N-((R)-piperidin-3-yl)benzamide